FC1=CC(=C(C=C1[N+](=O)[O-])NS(=O)(=O)C1=CC=CC=C1)OC N-(4-fluoro-2-methoxy-5-nitrophenyl)benzenesulfonamide